C(C)OC(=O)C1=CSC(=C1C)C1=NSC(O1)=O 4-methyl-5-(2-oxo-2H-1,3,4-oxathiazol-5-yl)thiophene-3-carboxylic acid ethyl ester